[O-2].[Ta+5].[O-2].[O-2].[O-2].[O-2].[Ta+5] tantalum oxide